Kalium ethanolat nickel (II) [Ni+2].C(C)[O-].[K+].C(C)[O-].C(C)[O-]